N1C[C@H](O)[C@@H](O)[C@H](O)[C@H]1CO 1,5-imino-1,5-dideoxy-D-glucitol